methyl 2,4-dibromo-5-chlorobenzoate BrC1=C(C(=O)OC)C=C(C(=C1)Br)Cl